1-(benzo[d]thiazol-5-yl)-N-(cyclobutylmethyl)methanamine S1C=NC2=C1C=CC(=C2)CNCC2CCC2